C(C=C)ON1C(CC1=O)CSCCNC(OC(C)(C)C)=O tert-Butyl (2-(((1-(allyloxy)-4-oxoazetidin-2-yl)methyl)thio)ethyl)carbamate